1-(4-{[(1S)-5-[2-(2-aminopyridin-3-yl)-5-[1-(difluoromethyl)pyrazol-3-yl]imidazo[4,5-b]pyridin-3-yl]-2,3-dihydro-1H-inden-1-yl]amino}piperidin-1-yl)prop-2-en-1-one NC1=NC=CC=C1C1=NC=2C(=NC(=CC2)C2=NN(C=C2)C(F)F)N1C=1C=C2CC[C@@H](C2=CC1)NC1CCN(CC1)C(C=C)=O